C[C@H]1[C@@H]([C@H]([C@H]([C@@H](O1)OC2=C(OC3=CC(=CC(=C3C2=O)O)O)C4=CC(=C(C(=C4)O)O)O)O[C@H]5[C@@H]([C@H]([C@@H]([C@H](O5)COC(=O)/C=C/C6=CC(=C(C=C6)O)O)O)O)O)O)O The molecule is a glycosyloxyflavone that is myricetin 3-O-[beta-D-glucosyl-(1->2)-alpha-L-rhamnoside] in which the hydroxy group at position 6 of the glucosyl group has been acylated by a caffeoyl [(1E)-1-(3,4-dihydroxyphenyl)-3-oxoprop-1-en-3-yl] group. It derives from a myricetin 3-O-[beta-D-glucosyl-(1->2)-alpha-L-rhamnoside]. It is a conjugate acid of a myricetin 3-O-[(6-O-caffeoyl-beta-D-glucosyl)-(1->2)-alpha-L-rhamnoside](1-).